C(C)C(C(=O)[O-])CCCC 2-ethyl-1-hexanoate